titanium 2-ethylhexyl oxide C(C)C(COCC(CCCC)CC)CCCC.[Ti]